CC1=CC=C(C=C1)S(=O)(=O)OC[C@@H]1OC[C@@H](C1)O ((2R,4R)-4-hydroxytetrahydrofuran-2-yl)methyl 4-methylbenzenesulfonate